ClC1=CC(=C(COC=2C=C(C=CC2F)C2=CC(=C(C=C2)CC2=NC3=C(N2C[C@H]2OCC2)C=C(C=C3)C(=O)O)F)C=C1)F (S)-2-((3'-((4-chloro-2-fluorobenzyl)oxy)-3,4'-difluoro-[1,1'-biphenyl]-4-yl)methyl)-1-(oxetan-2-ylmethyl)-1H-benzo[d]imidazole-6-carboxylic acid